(7-fluoro-1-methyl-[1,2,4]triazolo[4,3-a]quinazolin-5-yl)-9-((1-(trifluoromethyl)cyclopropyl)ethynyl)-2,3,4,5-tetrahydrobenzo[b][1,4]oxazepine FC=1C=C2C(=NC=3N(C2=CC1)C(=NN3)C)C3CCNC1=C(O3)C(=CC=C1)C#CC1(CC1)C(F)(F)F